COC(=O)C1=CC=C(C=C1)C(=O)OC(CO)CO 2-(4-methoxycarbonylphenyl)formyloxy-1,3-propanediol